tert-butyl (17-(4-((6-(aminomethyl)-1H-indol-1-yl)methyl)-1H-imidazol-1-yl)-13-oxo-3,6,9-trioxa-12-azaheptadecyl)carbamate NCC1=CC=C2C=CN(C2=C1)CC=1N=CN(C1)CCCCC(NCCOCCOCCOCCNC(OC(C)(C)C)=O)=O